(difluoromethoxy)pyridine-3-carbonitrile FC(OC1=NC=CC=C1C#N)F